tetradec-7-en-1,3-diol C(CC(CCCC=CCCCCCC)O)O